9-(4-((1-(3-fluoropropyl)azetidin-3-yl)methyl)phenyl)-8-(2-methoxy-3-(trifluoromethyl)phenyl)-6,7-dihydro-5H-benzo[7]annulene-3-carboxylic acid FCCCN1CC(C1)CC1=CC=C(C=C1)C1=C(CCCC2=C1C=CC(=C2)C(=O)O)C2=C(C(=CC=C2)C(F)(F)F)OC